FC(C1(CCC1)C(=O)N)(F)F 1-(trifluoromethyl)cyclobutane-1-carboxamide